C1(=C(C(=CC(=C1)C)C)C(=O)[Sn](C(=O)C1=C(C=C(C=C1C)C)C)(C(=O)C1=C(C=C(C=C1C)C)C)C(=O)C1=C(C=C(C=C1C)C)C)C tetrakis-(mesitoyl)stannane